C1(=C(C=CC=C1)N(C=1C2(C3=CC4=CC=CC=C4C3=CC1)C=CC=C1C3=CC=CC=C3C=C12)C1=C(C(=C(C=C1)C)C)C1=CC=CC=2C3=CC=CC=C3CC12)C=1C(=CC=CC1)C1=CC=CC=C1 (terphenylyl)(dimethylfluorenylphenyl)(spirobifluorenyl)amine